N-(5-(2-(4-(4-acetylpiperazin-1-yl)phenyl)-4-chloro-1H-pyrrolo[2,3-b]pyridin-3-yl)-2-methylphenyl)acrylamide C(C)(=O)N1CCN(CC1)C1=CC=C(C=C1)C1=C(C=2C(=NC=CC2Cl)N1)C=1C=CC(=C(C1)NC(C=C)=O)C